N(=[N+]=[N-])C=1C=CC(=C(C(=O)NC2=CC=C(C=C2)C2=NN(C(=C2)NC(C2=CC(=CC=C2)C#C)=O)C)C1)Cl 5-Azido-2-chloro-N-(4-(5-(3-ethynylbenzamido)-1-methyl-1H-pyrazol-3-yl)phenyl)benzamide